C(C)(=O)N1CC(C1)CC#N (1-acetyl-azetidin-3-yl)-acetonitrile